N12NCCC(C1)C2 diazabicyclo[3.1.1]heptan